O1C=C(C=C1)CN1CC(CC1)CNC(=O)C1CCN(CC1)C1=NC(=NO1)C1=CC=C(C=C1)OC N-((1-(Furan-3-ylmethyl)pyrrolidin-3-yl)methyl)-1-(3-(4-Methoxyphenyl)-1,2,4-oxadiazol-5-yl)piperidin-4-carboxamid